COCC1(CC1)C1=CC=C(S1)C(=O)O 5-[1-(methoxymethyl)cyclopropyl]thiophene-2-carboxylic acid